BrC1=CC(=NC=C1)N1CCN(CC1)CC1CCN(CC1)C(=O)OC(C)(C)C tert-butyl 4-{[4-(4-bromopyridin-2-yl)piperazin-1-yl]methyl}piperidine-1-carboxylate